C(CC(CCC)N)N 1,3-Hexanediamine